C(C)(C)(C)C1=C(O[Mo](OC2=C(C=C(C=C2C)C(C)(C)C)C(C)(C)C)(OC2=C(C=C(C=C2C)C(C)(C)C)C(C)(C)C)(Cl)Cl)C(=CC(=C1)C(C)(C)C)C tri(2,4-di-tert-butyl-6-methylphenoxy)molybdenum dichloride